(4-(1-fluorocyclopropyl)-2,6-dimethylphenyl)hydrazine hydrochloride Cl.FC1(CC1)C1=CC(=C(C(=C1)C)NN)C